4-methoxypyridine-3-carboxylic acid COC1=C(C=NC=C1)C(=O)O